2-(1-((1,3-dioxa-2-azaspiro[4.5]decan-2-yl)methyl)cyclohexyl)acetic acid O1N(OCC12CCCCC2)CC2(CCCCC2)CC(=O)O